FC(OC1=CC2=C(N=C(O2)C=2C(=C(C=CC2)C2=C(C(=CC=C2)C2=NC=C(C(=C2)C=C)CN2CCCC2)C)C)C=C1CN1[C@@H](CCC1)C(=O)O)F ((6-(difluoromethoxy)-2-(2,2'-dimethyl-3'-(5-(pyrrolidin-1-ylmethyl)-4-vinylpyridin-2-yl)-[1,1'-biphenyl]-3-yl)benzo[d]oxazol-5-yl)methyl)-L-proline